N1C=C(C2=CC=CC=C12)CCOC=1C2=C(N=C(N1)Cl)SC=N2 7-(2-(1H-indol-3-yl)ethoxy)-5-chlorothiazolo[5,4-d]pyrimidine